N-(1-(tert-butylsulfonyl)-2,3-dihydro-1H-pyrrolo[2,3-b]pyridin-6-yl)-4-((2-hydroxyethyl)sulfonamido)-2-(6-azaspiro[2.5]octan-6-yl)benzamide C(C)(C)(C)S(=O)(=O)N1CCC=2C1=NC(=CC2)NC(C2=C(C=C(C=C2)NS(=O)(=O)CCO)N2CCC1(CC1)CC2)=O